(E)-1-(4-Hydroxyphenyl)-3-[4-methoxy-3-(naphthalen-2-yloxymethyl)phenyl]prop-2-en-1-one OC1=CC=C(C=C1)C(\C=C\C1=CC(=C(C=C1)OC)COC1=CC2=CC=CC=C2C=C1)=O